N1C(C=CC1=O)=O 1H-pyrrol-2,5-dione